C1(=CC=CC=C1)N1C=2C=C(C=CC2C=2C=C3C(=CC12)C1=CC=CC=C1C=1C=CC=CC13)B1OC(C(O1)(C)C)(C)C 10-phenyl-12-(4,4,5,5-tetramethyl-1,3,2-dioxaborolan-2-yl)-10H-phenanthro[9,10-b]carbazole